NC=1C=2O[C@@H](C3=CC(=CC=C3C=3C=C(C=NC3CN3C=NC(=C3C(=CN1)C2)C#N)F)F)C (20R)-23-amino-11,17-difluoro-20-methyl-21-oxa-4,6,9,24-tetraazapentacyclo[20.3.1.02,6.08,13.014,19]hexacosa-1(25),2,4,8(13),9,11,14,16,18,22(26),23-undecaene-3-carbonitrile